C1(CC1)C#C[C@@]1(OC2=CC=CC=C2C(C1)=O)C(=O)OC methyl (R)-2-(cyclopropylethynyl)-4-oxochromane-2-carboxylate